F[C@@H](C1(COC1)C=1C=C(C=CC1)N1C(C2=CC(=CC(=C2C1)C(F)(F)F)CN1CCC(CC1)COC)=O)C1=NN=CN1C (S)-2-(3-(3-(fluoro(4-methyl-4H-1,2,4-triazol-3-yl)methyl)oxetan-3-yl)phenyl)-6-((4-(methoxymethyl)piperidin-1-yl)methyl)-4-(trifluoromethyl)isoindolin-1-one